COC=1C=C(C=C(C1OC)OC)N1C(C(C1C1=CC(=C(C=C1)OC)N(C(\C=C\C)=O)O)=C)=O 1-(3,4,5-trimethoxyphenyl)-4-(3-(N-hydroxycrotonamido)-4-methoxyphenyl)-3-methyleneazetidin-2-one